3-hydroxy-5-(2,4,6-trimethylphenyl)-2-propionyl-cyclohex-2-en-1-one OC1=C(C(CC(C1)C1=C(C=C(C=C1C)C)C)=O)C(CC)=O